FC1=C(CCN2C(C3=CC=C(C=C3CC2)C2=C(C=CC=C2)SC)=O)C=CC=C1 2-(2-fluorophenethyl)-6-(2-(methylthio)phenyl)-3,4-dihydroisoquinolin-1(2H)-one